3-((tert-butoxycarbonyl) amino)-1-propynyl-3-thiophenecarboxylate C(C)(C)(C)OC(=O)NC1(CS(C=C1)C#CC)C(=O)[O-]